C(C)(C)NC1=NC(=CC2=C1N=C(N=C2)S(=O)C)OC N-Isopropyl-6-methoxy-2-(methylsulfinyl)pyrido[3,4-d]pyrimidin-8-amine